1,4,5,6-tetrahydropyridine N1C=CCCC1